C1(CC1)C(CCCN1CCN(CC1)C(=O)OC(C)(C)C)COC1=C(C=C(C=C1)S(=O)(=O)CC)C=1C2=C(C(N(C1)C)=O)NC=C2 tert-butyl 4-[4-cyclopropyl-5-[4-ethylsulfonyl-2-(6-methyl-7-oxo-1H-pyrrolo[2,3-c]pyridin-4-yl) phenoxy]pentyl]piperazine-1-carboxylate